C(CCC)OC1=CC=C(C=C1)C1(C=CC2=C(O1)C=1C=C(C(=CC1C1=C2C(C2=CC(=CC=C21)C2=CC=C(C=C2)OC)(CCC)CCC)OC)OC)C2=CC=C(C=C2)N2CCOCC2 3-(4-butoxyphenyl)-3-(4-morpholinophenyl)-6,7-dimethoxy-11-(4-methoxyphenyl)-13,13-di-n-propyl-3H,13H-indeno[2',3':3,4]naphtho[1,2-b]pyran